8-fluoro-7-(8-fluoronaphthalen-1-yl)-2-((hexahydro-1H-pyrrolizin-7a-yl)methoxy)-N-(1H-indazol-5-yl)pyrido[4,3-d]pyrimidin-4-amine FC1=C(N=CC2=C1N=C(N=C2NC=2C=C1C=NNC1=CC2)OCC21CCCN1CCC2)C2=CC=CC1=CC=CC(=C21)F